C[C@H](C(=O)O)OC1=CC=C(C=C1)OC2=C(C=C(C=C2)Cl)Cl The molecule is a 2-[4-(2,4-dichlorophenoxy)phenoxy]propanoic acid that is the (R)-enantiomer of diclofop. It has a role as a phenoxy herbicide. It is an enantiomer of a (S)-diclofop.